tert-butyl (3R)-1-[(1r,4r)-4-[[2-(2,6-dioxopiperidin-3-yl)-1,3-dioxoisoindol-4-yl]amino]cyclohexanecarbonyl]pyrrolidine-3-carboxylate O=C1NC(CCC1N1C(C2=CC=CC(=C2C1=O)NC1CCC(CC1)C(=O)N1C[C@@H](CC1)C(=O)OC(C)(C)C)=O)=O